FC(C=1OC(=NN1)C1=CC=C(C=C1)CN1N=NC(=C1)C1=CN=C2N1N=CC=C2)F 2-(difluoromethyl)-5-(4-((4-(imidazo[1,2-b]pyridazin-3-yl)-1H-1,2,3-triazol-1-yl)methyl)phenyl)-1,3,4-oxadiazole